FC(C(=O)O)(F)F.BrC=1N=C2C(=NC1)N(C(=C(C2=O)N2CCNCC2)CC)CC(=O)NC2=C(C=C(C=C2)C(F)(F)F)Cl 2-(2-bromo-6-ethyl-8-oxo-7-(piperazin-1-yl)pyrido[2,3-b]pyrazin-5(8H)-yl)-N-(2-chloro-4-(trifluoromethyl)phenyl)acetamide trifluoroacetate